[Na].[Na].[Na].N1=NN=CC=C1 triazine trisodium salt